NCC1=C(CNC(=O)C=2N=CN(C2)C2=NC(=NC=C2C)NC2CCOCC2)C=CC=C1Cl N-(2-(amino-methyl)-3-chlorobenzyl)-1-(5-methyl-2-((tetrahydro-2H-pyran-4-yl)amino)-pyrimidin-4-yl)-1H-imidazole-4-carboxamide